N-{2-[(3S,4R)-4-hydroxy-3-(pyridin-2-ylmethyl)-3,4-dihydro-2H-chromen-7-yl]phenyl}methanesulfonamide O[C@@H]1[C@H](COC2=CC(=CC=C12)C1=C(C=CC=C1)NS(=O)(=O)C)CC1=NC=CC=C1